2,4,6-trimethylphenyldiphenyl-phosphine oxide CC1=C(C(=CC(=C1)C)C)P(C1=CC=CC=C1)(C1=CC=CC=C1)=O